O1CCC(CC1)B(O)O tetrahydro-2H-pyran-4-ylboronic acid